2-(Chloromethyl)-6-fluoro-3-iodo-8-methoxy-1-methylquinolin-4(1H)-one ClCC=1N(C2=C(C=C(C=C2C(C1I)=O)F)OC)C